C1(CC1)C(=O)NC=1C(=C(N=NC1)C(=O)N)NC1=C(C(=CC=C1)N1N=CC(=C1)P(=O)(C1CC1)C1CC1)OC (Cyclopropanecarboxamido)-4-((3-(4-(dicyclopropylphosphoryl)-1H-pyrazol-1-yl)-2-methoxyphenyl)amino)pyridazine-3-carboxamide